(S)-5-((4-cyanobenzyl)oxy)-2-(6-fluoro-benzo[d]oxazol-2-yl)-6-methoxy-1,2,3,4-tetrahydroisoquinoline-3-carboxylic acid C(#N)C1=CC=C(COC2=C3C[C@H](N(CC3=CC=C2OC)C=2OC3=C(N2)C=CC(=C3)F)C(=O)O)C=C1